FC1=CC=C(C(=N1)C)OC1=C(C(=O)NC2=CC(=CC=C2)[S@@](=O)(=NC(=O)[C@@H]2OCCC2)C)C(=C(C=N1)C(F)(F)F)C 2-((6-fluoro-2-methylpyridin-3-yl)oxy)-4-methyl-N-(3-((R)-S-methyl-N-((R)-tetrahydrofuran-2-carbonyl)sulfonimidoyl)phenyl)-5-(trifluoromethyl)nicotinamide